6-Chloro-4,4'-Bipyrimidine ClC1=CC(=NC=N1)C1=NC=NC=C1